4-chloro-2-(2-fluoroprop-2-yl)-6-methoxypyrimidine ClC1=NC(=NC(=C1)OC)C(C)(C)F